C(C1=CC=CC=C1)OC1=C2N=CNC2=NC(=N1)N 6-(benzyloxy)-9H-purin-2-amine